ClC1=C2CC(C=3C=CC=C(C=C1)C32)=O 3-chloroacenaphthylen-1(2H)-one